4-chloropentyl heptyloxymethyl ether C(CCCCCC)OCOCCCC(C)Cl